3,6,9,12-Tetraoxatridecan-1-ol C(COCCOCCOCCOC)O